N-[2-(2-fluorophenyl)ethyl]-2,4,6-trimethylbenzene-1-sulfonamide FC1=C(C=CC=C1)CCNS(=O)(=O)C1=C(C=C(C=C1C)C)C